C(#N)CO[Si](OC)(OC)CCCCCC cyano-hexyl-trimethoxysilane